C(#N)C1=CC(=NC=C1)N1CC2(CCC2)C2=C1N=CN=C2N2[C@H](CN(CC2)C(=O)OC(C)(C)C)C tert-butyl (3S)-4-[7-(4-cyano-2-pyridinyl)spiro[6H-pyrrolo[2,3-d]pyrimidine-5,1'-cyclobutane]-4-yl]-3-methylpiperazine-1-carboxylate